3-(4,4-bis(ethoxymethyl)cyclohex-1-en-1-yl)-1-(tetrahydro-2H-pyran-2-yl)-1H-pyrazole-4-carbaldehyde C(C)OCC1(CC=C(CC1)C1=NN(C=C1C=O)C1OCCCC1)COCC